ClC=1C=CC(=NC1F)C=1C(=NC(=NC1)NC[C@H](CC)F)NC1CCC(CC1)O (1S,4r)-4-((5-(5-chloro-6-fluoropyridin-2-yl)-2-(((S)-2-fluorobutyl)amino)pyrimidin-4-yl)amino)cyclohexan-1-ol